FC1=CC2=C(N(CN=C2N2CC=3N(CC2)C(=NC3)C=C)C=3C(=NC=CC3C)C(C)C)N=C1C1=C(C=CC=C1O)F 6-fluoro-7-(2-fluoro-6-hydroxyphenyl)-1-(2-isopropyl-4-methylpyridin-3-yl)-4-(3-vinyl-5,6-dihydroimidazo[1,5-a]pyrazin-7(8H)-yl)pyrido[2,3-d]pyrimidin